C(C(C)(C)C)N1N=CC(=C1)B1OC(C(O1)(C)C)(C)C 1-neopentyl-4-(4,4,5,5-tetramethyl-1,3,2-dioxaborolan-2-yl)-1H-pyrazole